3-(4-phenoxyphenyl)-1-(piperidin-3-yl)-1H-pyrazolo[3,4-d]pyrimidin-4-amine O(C1=CC=CC=C1)C1=CC=C(C=C1)C1=NN(C2=NC=NC(=C21)N)C2CNCCC2